F[C@H]1CN(CC[C@H]1NC1=C2C=C(N(C2=CC=C1)CC(F)(F)F)C1=NOC(=N1)CNC(C1=CC(=CC=C1)C(C)(C)O)=O)C N-{[3-(4-{[(3S,4R)-3-fluoro-1-methylpiperidin-4-yl]amino}-1-(2,2,2-trifluoroethyl)-1H-indol-2-yl)-1,2,4-oxadiazol-5-yl]methyl}-3-(2-hydroxypropan-2-yl)benzamide